methyl-(triisopropylsilyl)dimethylketene oxygen [O].CC(C(=C=O)C)[Si](C(C)C)(C(C)C)C(C)C